CCCC/C=C\C/C=C\CCCCCCCC(=O)OC[C@H](COP(=O)(O)OC[C@H](CO)O)OC(=O)CCCC/C=C\C/C=C\C/C=C\C/C=C\CC 1-(9Z,12Z-heptadecadienoyl)-2-(6Z,9Z,12Z,15Z-octadecatetraenoyl)-glycero-3-phospho-(1'-sn-glycerol)